C[C@@]1(C(N(CC1)[C@@H](C(F)(F)F)O)=O)C=1OC(=NN1)C1=NC=CC=C1NC1=CC=C(C=C1)C(F)(F)F (S)-3-Methyl-1-((R)-2,2,2-trifluoro-1-hydroxyethyl)-3-(5-(3-((4-(trifluoromethyl)phenyl)amino)pyridin-2-yl)-1,3,4-oxadiazol-2-yl)pyrrolidin-2-one